2-[4-[5-Amino-4-cyano-1-(1,2,2,2-tetradeuterio-1-methyl-ethyl)pyrazol-3-yl]phenyl]-N-[3-(2,2-dimethylpropyl)isoxazol-5-yl]propanamide NC1=C(C(=NN1C(C([2H])([2H])[2H])(C)[2H])C1=CC=C(C=C1)C(C(=O)NC1=CC(=NO1)CC(C)(C)C)C)C#N